FC(OCC[C@H](CCC=C)S(=O)(=O)N)(F)F (3S)-1-(TRIFLUOROMETHOXY)-6-HEPTENE-3-SULFONAMIDE